C1(CCCC(CC)O1)=O ε-heptanolactone